C1=C(C=CC=2SC3=CC=CC=C3NC12)C(C)C1=CC=C(N(C2=CC=CC=C2)C2=CC=CC=C2)C=C1 4-(1-(10H-phenothiazin-2-yl)ethyl)-N,N-diphenylaniline